N=1N=C(N2C1CCCC2)C2=CC=CC(=N2)N 6-(5,6,7,8-tetrahydro-[1,2,4]triazolo[4,3-a]pyridine-3-yl)pyridine-2-amine